[Si](C1=CC=CC=C1)(C1=CC=CC=C1)(C(C)(C)C)OCCN(C(CNC(OC(C)(C)C)=O)C(F)(F)F)C tert-butyl (2-((2-((tert-butyldiphenylsilyl)oxy)-ethyl)(methyl)amino)-3,3,3-trifluoropropyl)carbamate